CC1(OB(OC1(C)C)C1=CC=C(CN2CCC(CC2)NC2=NC(=NC=C2)C#N)C=C1)C 4-((1-(4-(4,4,5,5-Tetramethyl-1,3,2-dioxaborolan-2-yl)benzyl)piperidin-4-yl)amino)pyrimidine-2-carbonitrile